NC=1C=CC(=C(OC=2C=CC=3N=CN(C(C3N2)=O)C)C1)C 6-(5-amino-2-methylphenoxy)-3-methylpyrido[3,2-d]pyrimidin-4(3H)-one